2-{[(1S)-3-hydroxy-1-phenylpropyl]amino}-5,5-dimethylhexanoic acid OCC[C@@H](C1=CC=CC=C1)NC(C(=O)O)CCC(C)(C)C